2-Mercaptobenzimidazole SC=1NC2=C(N1)C=CC=C2